3-amino-N,N-dimethyl-pyridine-2-carboxamide NC=1C(=NC=CC1)C(=O)N(C)C